rac-N-((1r,3s)-3-cyclopropylcyclohexyl)-7-methoxy-2-(tetrahydro-2H-pyran-4-yl)imidazo[1,2-a]pyridine-6-carboxamide C1(CC1)[C@@H]1C[C@@H](CCC1)NC(=O)C=1C(=CC=2N(C1)C=C(N2)C2CCOCC2)OC |r|